N[C@H]1CC=CC[C@@H]1C1=C(C2=NC(=CC(=C2S1)NCC1=C(C=CC=C1)F)Cl)Br 2-((1S,6S)-6-aminocyclohex-3-en-1-yl)-3-bromo-5-chloro-N-(2-fluorobenzyl)thieno[3,2-b]pyridin-7-amine